N,N-bis-(4-methoxybenzyl)-5-nitro-2H-indazole-7-sulfonamide COC1=CC=C(CN(S(=O)(=O)C2=CC(=CC3=CNN=C23)[N+](=O)[O-])CC2=CC=C(C=C2)OC)C=C1